(R)-2-(6-(4-((6-methoxypyridin-3-yl)methyl)-3-methylpiperazin-1-yl)pyridin-3-yl)-N-(5-methyl-1H-pyrazol-3-yl)quinazolin-4-amine COC1=CC=C(C=N1)CN1[C@@H](CN(CC1)C1=CC=C(C=N1)C1=NC2=CC=CC=C2C(=N1)NC1=NNC(=C1)C)C